methyl 8-cyclopentyl-2-methyl-3-oxo-3,4-dihydroquinoxaline-6-carboxylate C1(CCCC1)C=1C=C(C=C2NC(C(=NC12)C)=O)C(=O)OC